Sulfosuccinic acid bistridecyl ester sodium salt [Na+].C(CCCCCCCCCCCC)OC(C(CC(=O)OCCCCCCCCCCCCC)S(=O)(=O)[O-])=O